COC(=O)C1=C(NC=C1)C1=C(C=C(C=C1)Br)[N+](=O)[O-] 2-(4-bromo-2-nitrophenyl)-1H-pyrrole-3-carboxylic acid methyl ester